O1C=C(C2=C1C=CC=C2)C2=NN(C1=C2C=NC(=C1)C(=O)N(C1CCC1)C1CCC1)CC(F)(F)F 3-(Benzofuran-3-yl)-N,N-di(cyclobutyl)-1-(2,2,2-trifluoroethyl)pyrazolo[4,3-c]pyridin-6-carboxamid